(R)-5-(4-((7-Ethyl-6-oxo-5H-1,5-naphthyridin-3-yl)methyl)-2-methylpiperazin-1-yl)-N-methylpyridine-2-carboxamide C(C)C=1C(NC=2C=C(C=NC2C1)CN1C[C@H](N(CC1)C=1C=CC(=NC1)C(=O)NC)C)=O